tris(1,2-dimethylpropyl)borane CC(C(C)C)B(C(C(C)C)C)C(C(C)C)C